(2-bromo-3,5-difluoropyridin-4-yl)methanol BrC1=NC=C(C(=C1F)CO)F